3-(Cyclobutoxy)-5-methylbenzoic acid C1(CCC1)OC=1C=C(C(=O)O)C=C(C1)C